(S)-l-1-(4-{[(benzyloxy)carbonyl]amino}butyl)-15-(carboxymethyl)-3,10,13-trioxo-1-phenyl-2-oxa-9,12,15-triazaheptadecan-17-oic acid C(C1=CC=CC=C1)OC(=O)NCCCC[C@H](OC(CCCCCNC(CNC(CN(CC(=O)O)CC(=O)O)=O)=O)=O)C1=CC=CC=C1